C(C(=C)C)(=O)OCCC[Si](OCCCC)(OCCCC)OCCCC 3-methacryloxypropyl-tris(butoxy)silane